C(C)(C)(C)OC(=O)N1[C@H]2CC(C[C@@H]1CC2)NC2=C1C=CC(=NC1=CC(=N2)Cl)O (1R,3S,5S)-3-((7-chloro-2-hydroxy-1,6-naphthyridin-5-yl)amino)-8-azabicyclo[3.2.1]octane-8-carboxylic acid tert-butyl ester